FC(F)(F)C#CC1=CC=C(C=C1)C#N trifluoromethyl-(4-cyano)phenylacetylene